((5-bromo-4-((2-carbamoyl-3-fluorophenyl)amino)pyrimidin-2-yl)amino)-3-methylbenzenesulfonyl chloride BrC=1C(=NC(=NC1)NC1=C(C=CC=C1C)S(=O)(=O)Cl)NC1=C(C(=CC=C1)F)C(N)=O